C(C)(=O)N[C@@H](CC(=O)O)C(=O)NC(C(=O)NCC1=C(C=CC(=C1)OCCC1CNCCC1)C)C1=NSC(=C1)C (3S)-3-acetamido-4-((2-((2-methyl-5-(2-(piperidin-3-yl)ethoxy)benzyl)amino)-1-(5-methylisothiazol-3-yl)-2-oxoethyl)amino)-4-oxobutanoic acid